C(C)(C)(C)OC(=O)N1[C@@H](CN(CC1)C1=C2C(=NC=N1)N(N=C2)S(=O)(=O)CC2=CC=CC=C2)C (R)-2-methyl-4-(1-toluenesulfonyl-1H-pyrazolo[3,4-d]pyrimidin-4-yl)piperazine-1-carboxylic acid tert-butyl ester